COC(\C=C\C(=O)N1OCC1)=O (E)-4-(1,2-oxazetidin-2-yl)-4-oxo-but-2-enoic acid methyl ester